C[C@H](C(=O)[O-])O[C@@H]1[C@H]([C@H](O[C@@H]([C@H]1O)CO)OP(=O)([O-])OP(=O)([O-])OC[C@@H]2[C@H]([C@H]([C@@H](O2)N3C=CC(=O)NC3=O)O)O)NC(=O)C The molecule is a UDP-N-acetyl-D-muramate(3-) in which the anomeric centre of the pyranose fragment has alpha-configuration. It is a conjugate base of an UDP-N-acetyl-alpha-D-muramic acid.